Tert-butyl (2-(1-((1-methylcyclopropyl)methyl)-6-(N-(1-methylcyclopropyl)sulfamoyl)-2,4-dioxo-1,4-dihydroquinazolin-3(2H)-yl)ethyl)carbamate CC1(CC1)CN1C(N(C(C2=CC(=CC=C12)S(NC1(CC1)C)(=O)=O)=O)CCNC(OC(C)(C)C)=O)=O